5-{3-[(S)-(1-tert-Butoxycarbonyl-3-methyl-azetidin-3-yl)-hydroxy-(4-trifluoromethoxy-phenyl)-methyl]-phenyl}-[1,2,4]oxadiazole-3-carboxylic acid ethyl ester C(C)OC(=O)C1=NOC(=N1)C1=CC(=CC=C1)[C@](C1=CC=C(C=C1)OC(F)(F)F)(O)C1(CN(C1)C(=O)OC(C)(C)C)C